CS(=O)(=N)C1=CC=C(C=C1)CC1CC2(CN(C2)C(=O)N2C[C@@H]3[C@@H](OCC(N3)=O)CC2)C1 |r| rac-(4aR,8aS)-6-[6-[[4-(methylsulfonimidoyl)phenyl]methyl]-2-azaspiro[3.3]heptane-2-carbonyl]-4,4a,5,7,8,8a-hexahydropyrido[4,3-b][1,4]oxazin-3-one